1-[(4-methoxyphenyl)methyl]-4-methyl-3,6-dihydro-2H-pyridine-5-carbaldehyde COC1=CC=C(C=C1)CN1CCC(=C(C1)C=O)C